3',4-dimethyl-[1,1'-biphenyl]-2-carbaldehyde CC=1C=C(C=CC1)C=1C(=CC(=CC1)C)C=O